3-[acetyl-(methoxy)amino]-2-methyl-4-methylsulfonyl-N-(1-propyltetrazol-5-yl)benzamide C(C)(=O)N(C=1C(=C(C(=O)NC2=NN=NN2CCC)C=CC1S(=O)(=O)C)C)OC